4-(2,2,2-trifluoroethyl)-1H-pyrazol-3-amine FC(CC=1C(=NNC1)N)(F)F